OCCN1C=NC=C1 1-(2-hydroxyethyl)-imidazole